C(C)OC(=O)C1=C(C2=C(S1)C=CC=C2C2CC2)COC2=CC=C(C=C2)C(N)=O 3-((4-carbamoyl-phenoxy)methyl)-4-cyclopropylbenzo[b]thiophene-2-carboxylic acid ethyl ester